((1-(tert-Butoxycarbonyl)azetidin-3-yl)oxy)benzoic acid C(C)(C)(C)OC(=O)N1CC(C1)OC1=C(C(=O)O)C=CC=C1